B(O)(O)CC[C@@H]1CC[C@H]([C@](C1)(C(=O)O)NC(=O)OC(C)(C)C)CN(CC1=CC=CC=C1)CC1=CC=CC=C1 (1R,2S,5R)-5-(2-Boronoethyl)-1-((tert-butoxycarbonyl)amino)-2-((dibenzylamino)methyl)cyclohexane-1-carboxylic acid